(1s,3s)-3-(3-(5-(benzyloxy)-4-formyl-7-methoxy-2,3-dihydro-1H-indene-2-carboxamido)-1H-pyrazol-5-yl)cyclobutyl 1,2,2-trimethylhydrazine-1-carboxylate CN(N(C)C)C(=O)OC1CC(C1)C1=CC(=NN1)NC(=O)C1CC2=C(C=C(C(=C2C1)C=O)OCC1=CC=CC=C1)OC